(pyrazine-2-carboxamide) propionate C(CC)(=O)O.N1=C(C=NC=C1)C(=O)N